5-((6-(3,5-Dimethylpiperidin-1-yl)imidazo[1,2-b]pyridazin-3-yl)ethynyl)-N-(4-((4-methylpiperazin-1-yl)methyl)-3-(trifluoromethyl)phenyl)nicotinamide CC1CN(CC(C1)C)C=1C=CC=2N(N1)C(=CN2)C#CC=2C=NC=C(C(=O)NC1=CC(=C(C=C1)CN1CCN(CC1)C)C(F)(F)F)C2